lithium bis(ethoxy) borate B(OOCC)(OOCC)[O-].[Li+]